FC1=C(C=C2CC(C(C2=C1)NC(O[C@@H]1CN2CCC1CC2)=O)(C)C)C2=CC(=CC=C2)OC (S)-quinuclidin-3-yl (6-fluoro-5-(3-methoxyphenyl)-2,2-dimethyl-2,3-dihydro-1H-inden-1-yl)carbamate